2-[3-(3-fluorophenyl)ureido]-4-fluoro-N-(3-hydroxy-propyl)benzamide FC=1C=C(C=CC1)NC(NC1=C(C(=O)NCCCO)C=CC(=C1)F)=O